ClC1=C(C=CC(=C1)F)C=1C(=NN(C1NC1=C(C=C(C=C1)OC)[N+](=O)[O-])C)C 4-(2-chloro-4-fluorophenyl)-N-(4-methoxy-2-nitrophenyl)-1,3-dimethyl-1H-pyrazol-5-amine